3-tert-butyl-1-{3-oxo-4-[(1S)-1-phenylethyl]-2H-1,4-benzoxazin-7-yl}urea C(C)(C)(C)NC(NC1=CC2=C(N(C(CO2)=O)[C@@H](C)C2=CC=CC=C2)C=C1)=O